Cl.N1CC(CC1)C(=O)OCC(=C)C1=CN=C(C2=CN=C(C=C12)Cl)N1[C@@H]([C@H](C1)CS(=O)(=O)C)C 2-{6-chloro-1-[(2R,3S)-3-(methylsulfonylmethyl)-2-methylazetidin-1-yl]-2,7-naphthyridin-4-yl}prop-2-en-1-ol pyrrolidine-3-carboxylate hydrochloride